6-vinylpyridine-2-carboxamide C(=C)C1=CC=CC(=N1)C(=O)N